1-(6-chloro-3-cyclopropyl-2-pyridyl)-5-methyl-pyrazole-3-carbonitrile ClC1=CC=C(C(=N1)N1N=C(C=C1C)C#N)C1CC1